NC=1SN=C2N(C(N(C(C21)=O)C2CCC1(CC3(C(N(C(N3)=O)C)=O)C1)CC2)=O)CCCC 3-Amino-7-butyl-5-((5S,7s,10S)-3-methyl-2,4-dioxo-1,3-diazadispiro[4.1.57.15]tridecan-10-yl)isothiazolo[3,4-d]pyrimidine-4,6(5H,7H)-dione